2-(3,4-dimethoxyphenyl)-3-isopropyl-5-(4-(pent-4-yn-1-yl)piperazin-1-yl)-1H-indole COC=1C=C(C=CC1OC)C=1NC2=CC=C(C=C2C1C(C)C)N1CCN(CC1)CCCC#C